C(C)(C)C1CN(CC1)C(=O)OCC1=C(N=NN1C)C1=CC=C(C(=N1)C)O[C@@H]1C[C@H](CCC1)C(=O)O (1S,3S)-3-((6-(5-(((3-isopropylpyrrolidine-1-carbonyl)oxy)methyl)-1-methyl-1H-1,2,3-triazol-4-yl)-2-methylpyridin-3-yl)oxy)cyclohexane-1-carboxylic acid